NC1=CN=CN(N1)C1=CC(=C(C(=C1)C)OC1=CNC(C(=C1)C(C)C)=O)C 6-amino-2-(4-((5-isopropyl-6-oxo-1,6-dihydropyridin-3-yl)oxy)-3,5-dimethylphenyl)-1,2,4-triazine